C(C=C)OC=1C=C2C(=CNC2=CC1)C[C@@H](CO)NC(OC(C)(C)C)=O tert-butyl (S)-(1-(5-(allyloxy)-1H-indol-3-yl)-3-hydroxypropan-2-yl)carbamate